3-((3S,6S,9aR)-6-isobutyl-2-(4-methylpentyl)-4,7-dioxooctahydro-2H-pyrazino[1,2-a]pyrazin-3-yl)propanamide C(C(C)C)[C@H]1C(NC[C@H]2N1C([C@@H](N(C2)CCCC(C)C)CCC(=O)N)=O)=O